[Si](C1=CC=CC=C1)(C1=CC=CC=C1)(C(C)(C)C)OCC(CC1=C(N(C2=CC=C(C=C12)\C=C\B1OC(C(O1)(C)C)(C)C)CC)C=1C(=NC=CC1)[C@H](C)OC)(C)C 3-{3-[(tert-butyldiphenylsilyl)oxy]-2,2-dimethylpropyl}-1-ethyl-2-{2-[(1S)-1-methoxyethyl]pyridin-3-yl}-5-[(E)-2-(4,4,5,5-tetramethyl-1,3,2-dioxaborolan-2-yl)ethenyl]indole